ClC=1N=C(C2=C(N1)CN(CC2)C(=O)[O-])Cl 2,4-dichloro-5,8-dihydropyrido[3,4-d]pyrimidine-7(6H)-carboxylate